FCCNS(=O)(=O)C1=CC=2C(C3=CC(=CC=C3C2C=C1)S(=O)(=O)NCCF)=O N2,N7-bis(2-fluoroethyl)-9-oxo-9H-fluorene-2,7-disulfonamide